C(C)C1(OCCC2=C1NC1=C(C=CC=C21)CC)CC(=O)N2C=CC1=C2N=CN=C1N([C@@H]1CC[C@H](CC1)CS(=O)(=O)NC)C 1-((Trans)-4-((7-(2-(1,8-diethyl-1,3,4,9-tetrahydropyrano[3,4-b]indol-1-yl)acetyl)-7H-pyrrolo[2,3-d]pyrimidin-4-yl)(methyl)amino)cyclohexyl)-N-methyl-methanesulfonamide